2-fluoro-N-((2R)-1-(4-(4-fluorophenyl)-2-methyl-2,8-diazaspiro[4.5]decan-8-yl)-3-methyl-1-oxobutan-2-yl)-N-methyl-5-(trifluoromethyl)benzamide FC1=C(C(=O)N(C)[C@@H](C(=O)N2CCC3(C(CN(C3)C)C3=CC=C(C=C3)F)CC2)C(C)C)C=C(C=C1)C(F)(F)F